6-FLUORO-1H-PYRROLO[2,3-E]PYRIDINE-3-CARBALDEHYDE FC=1C=NC2=C(C1)NC=C2C=O